hexanoic acid (hexanoate) C(CCCCC)(=O)O.C(CCCCC)(=O)O